Chromeneamide O1C(C=CC2=CC=CC=C12)C(=O)N